5-hydroxy-cytidine OC=1C(=NC(N([C@H]2[C@H](O)[C@H](O)[C@@H](CO)O2)C1)=O)N